FC1=C(C=CC(=C1)F)C(CN1CCC(CCC1)NC1=NC=C(C=N1)F)(CN1N=CN=C1)O 2-(2,4-difluorophenyl)-1-(4-((5-fluoropyrimidin-2-yl)amino)azepan-1-yl)-3-(1H-1,2,4-triazol-1-yl)propan-2-ol